CC(C(=O)OC(N1CCCCC1)=O)(C)C oxopiperidin-1-ylmethyl 2,2-dimethylpropionate